2-bromo-1-(2-fluorophenyl)-1-(2-methoxymethoxy-5-methyl-phenyl)-ethylene BrC=C(C1=C(C=CC(=C1)C)OCOC)C1=C(C=CC=C1)F